2-methyl-3-hexanone CC(C)C(CCC)=O